N1(CCCC1)C(=O)OC1=CC(=C(C=C1)C=1N=C2SC3=C(N2C1)C=C(C(=C3)C(NC3CCN(CC3)C)=O)OC)F (3-fluoro-4-(6-methoxy-7-((1-methylpiperidin-4-yl) carbamoyl) benzo[d]imidazo[2,1-b]thiazol-2-yl) phenyl) pyrrolidine-1-carboxylate